[6-[[1-methyl-3-(trifluoromethyl)pyrazol-4-yl]methyl]-2,6-diazaspiro[3.3]heptan-2-yl]-[6-[3-(trifluoromethyl)-1,2,4-triazol-1-yl]-2-azaspiro[3.3]heptan-2-yl]methanone CN1N=C(C(=C1)CN1CC2(CN(C2)C(=O)N2CC3(C2)CC(C3)N3N=C(N=C3)C(F)(F)F)C1)C(F)(F)F